N,N-bis(2'H-[1,5'-bitetrazol]-5-yl)amine N1(N=NN=C1NC1=NN=NN1C=1N=NNN1)C=1N=NNN1